[N+](=O)([O-])C1=C(CN[C@H](C(=O)O)CCC(=O)O)C=CC=C1 (S)-2-(2-nitrobenzylamino)-glutaric acid